C(C)(C)(C)OC(=O)N1CC2(CC2C1)N1N=CC(=C1)Cl 1-(4-chloro-1H-pyrazol-1-yl)-3-azabicyclo[3.1.0]Hexane-3-carboxylic acid tert-butyl ester